C(C)OC1=NC=CC=C1C1=CC(=C2C(=N1)C(=NN2[C@H](CC)C)C)NCC2=NNC=C2 (S)-5-(2-ethoxy-3-pyridyl)-3-methyl-1-[1-methylpropyl]-N-(1H-pyrazol-3-ylmethyl)pyrazolo[4,3-b]pyridin-7-amine